4-(5-cyano-2-methoxyphenyl)-N-(5-(cyclopentanecarbonyl)-5,6-dihydro-4H-pyrrolo[3,4-d]thiazol-2-yl)-6-methylnicotinamide C(#N)C=1C=CC(=C(C1)C1=CC(=NC=C1C(=O)NC=1SC2=C(N1)CN(C2)C(=O)C2CCCC2)C)OC